1-Iodopyrrolidine-2,5-dione IN1C(CCC1=O)=O